(1R,2S,4s)-4-((4-(benzo[d]thiazol-6-ylamino)-7-(1-methyl-1H-pyrazol-4-yl)quinazolin-5-yl)oxy)cyclopentane-1,2-diol S1C=NC2=C1C=C(C=C2)NC2=NC=NC1=CC(=CC(=C21)OC2C[C@@H]([C@@H](C2)O)O)C=2C=NN(C2)C